OCCOCCOCCOCCOCCOS(=O)(=O)C1=CC=C(C)C=C1.C[C@H]1CN(C[C@H](C1)C=1C=NNC1)C1=NC=CC(=N1)C1=CN=C2N1C=C(C=C2)C(F)(F)F 2-[(3r,5r)-3-methyl-5-(1H-pyrazol-4-yl)piperidin-1-yl]-4-[6-(trifluoromethyl)imidazo[1,2-a]pyridin-3-yl]pyrimidine 14-hydroxy-3,6,9,12-tetraoxatetradecyl-p-toluenesulfonate